C(C1=CC=CC=C1)OC=1C=CC=2N(C1)N=CC2C=2CCN(CC2)C(=O)OC(C)(C)C tert-butyl 4-(6-(benzyloxy)pyrazolo[1,5-a]pyridin-3-yl)-3,6-dihydropyridine-1(2H)-carboxylate